NC=1C(=NC(=C(N1)C=1OC=CN1)C=1C=CC=2N(C1)C(=CN2)C)C(=O)NCC2=NC(=CC=C2)N2C[C@H]1CC[C@@H](C2)N1C 3-amino-N-((6-((1R,5S)-8-methyl-3,8-diazabicyclo[3.2.1]octan-3-yl)pyridin-2-yl)methyl)-6-(3-methylimidazo[1,2-a]pyridin-6-yl)-5-(oxazol-2-yl)pyrazine-2-carboxamide